N[C@H](C(=O)N1[C@@H](C[C@H](C1)OCC1=CC=CC=C1)C(=O)N[C@@H](C)C1=CC=C(C=C1)C1=C(N=CS1)C)C(C)(C)C (2S,4R)-1-((S)-2-amino-3,3-dimethylbutanoyl)-4-(benzyloxy)-N-((S)-1-(4-(4-methylthiazol-5-yl)phenyl)ethyl)pyrrolidine-2-carboxamide